NC(C)C1=CC(=NC2=C(C=C(C=C12)C1=NC(=NC=C1F)NC1=NC=C(C=C1)N1CCNCC1)F)C 4-(4-(1-Aminoethyl)-8-fluoro-2-methylquinolin-6-yl)-5-fluoro-N-(5-(piperazin-1-yl)pyridin-2-yl)pyrimidin-2-amine